C12C3(C4CC(CC(C1)C4)C2)C2=CC=CC=C2C=2C=CC=CC23 spiro[9H-fluorene-9,2'-tricyclo[3.3.1.13,7]decane]